CC[N+]1=CC=CC=C1C2=C3C=CC(=C(C4=NC(=C(C5=CC=C([N-]5)C(=C6C=CC2=N6)C7=CC=CC=[N+]7CC)C8=CC=CC=[N+]8CC)C=C4)C9=CC=CC=[N+]9CC)[N-]3.[Mn+3] manganese (III) meso-tetrakis(N-ethylpyridinium-2-yl)porphyrin